FC1=NN(C=C1C1=CC=CC(=N1)C1=CC=2N(C=C1)N=C(N2)N)C(C)C2=CC=C(C=C2)F 7-(6-(3-fluoro-1-(1-(4-fluorophenyl)ethyl)-1H-pyrazol-4-yl)pyridin-2-yl)-[1,2,4]triazolo[1,5-a]pyridin-2-amine